3-amino-4-(2-chloro-5-fluorophenyl)-5-(4-methoxybenzyl)-N-methyl-6-oxo-5,6-dihydro-4H-thieno[3,4-c]pyrrole-1-carboxamide NC=1SC(=C2C(N(C(C21)C2=C(C=CC(=C2)F)Cl)CC2=CC=C(C=C2)OC)=O)C(=O)NC